FC1=C(C(=C(C=C1)[C@H]1[C@@H](OC2(COC2)C1)C(=O)NC1=CC(=NC=C1)C(=O)N)OC)C |r| rac-4-((6R,7S)-7-(4-fluoro-2-methoxy-3-methylphenyl)-2,5-dioxaspiro[3.4]octane-6-carboxamido)picolinamide